(4-(pyridin-4-yl)phenyl)pinacol borate B(O)(O)O.N1=CC=C(C=C1)C1=CC=C(C=C1)CC(O)(C)C(C)(C)O